FCCOC1=CC=C(C=C1)CN [4-(2-fluoroethoxy)phenyl]methylamine